ethyl 8-fluoro-1-methyl-2-oxo-1,2-dihydro-1,7-naphthyridine-3-carboxylate FC=1N=CC=C2C=C(C(N(C12)C)=O)C(=O)OCC